O=S1(C[C@@H](C=C1)NC(C1=C(N=C(C(=C1)OCOC)C1CCC(CC1)C(F)(F)F)OC)=O)=O (R)-N-(1,1-dioxido-2,3-dihydrothiophen-3-yl)-2-methoxy-5-(methoxymethoxy)-6-(4-(trifluoromethyl)cyclohexyl)nicotinamide